5-(5-(3,5-dichloro-4-fluorophenyl)-5-(trifluoromethyl)-4,5-dihydroisoxazol-3-yl)-N-((tetrahydrofuran-2-yl)methyl)-5,6-dihydro-4H-thieno[2,3-c]pyrrole-2-carboxamide ClC=1C=C(C=C(C1F)Cl)C1(CC(=NO1)N1CC2=C(C1)C=C(S2)C(=O)NCC2OCCC2)C(F)(F)F